3-([1,1'-biphenyl]-4-yl)propanal C1(=CC=C(C=C1)CCC=O)C1=CC=CC=C1